di(benzenesulfonyl)amine C1(=CC=CC=C1)S(=O)(=O)NS(=O)(=O)C1=CC=CC=C1